FC=1C=C(C=CC1C)N1N=C2N=CN=C(C2=C1)N1CC(CCC1)C(=O)NCC=1C=C2C(=CN1)SC=C2 1-(2-(3-fluoro-4-methylphenyl)-2H-pyrazolo[3,4-d]pyrimidin-4-yl)-N-(thieno[2,3-c]pyridin-5-ylmethyl)piperidine-3-carboxamide